OC=1C=C2C=CC(=NC2=CC1)C=1C=C2CN(C(C2=CC1)=O)C1CNCCC1 3-[5-(6-hydroxyquinolin-2-yl)-1-oxo-2,3-dihydro-1H-isoindol-2-yl]piperidine